C(C)(C)(C)N(C(O)=O)[C@H]1CN(CC1)C1=NC(=NC2=CC(=CC=C12)[N+](=O)[O-])OCC(F)(F)F.C(CCCCCCCCCCCCCCCCC)N(SC=1SC2=C(N1)C=CC=C2)CCCCCCCCCCCCCCCCCC N,N-distearyl-2-benzothiazolyl-sulphenamide (R)-tert-butyl-(1-(7-nitro-2-(2,2,2-trifluoroethoxy)quinazolin-4-yl)pyrrolidin-3-yl)carbamate